FC1=C2C=NNC2=CC(=C1)B1OC(C(O1)(C)C)(C)C 4-fluoro-6-(4,4,5,5-tetramethyl-1,3,2-dioxaborolan-2-yl)-1H-indazole